C1=C(C=CC2=CC=CC=C12)N1C=NC2=C1C=CC=C2 1-(2-naphthyl)-1H-benzo[d]imidazole